benzo[b]pyrimido[4,5-e][1,4]oxazin-2(10H)-one N1C(N=CC2=C1NC1=C(O2)C=CC=C1)=O